(3-(5-(2-ethyl-1H-benzo[d]imidazol-1-yl)naphthalen-1-yl)phenyl)boronic acid C(C)C1=NC2=C(N1C1=C3C=CC=C(C3=CC=C1)C=1C=C(C=CC1)B(O)O)C=CC=C2